CC([C@@H](C(=O)N1[C@@H](CCC1)C(N(C1=CC=CC=C1)C)=O)NC(=O)C1=CC2=C(S1)C=CC(=C2)C(F)(F)P(O)(O)=O)(C)C ((2-(((S)-3,3-dimethyl-1-((S)-2-(methyl(phenyl)carbamoyl)pyrrolidin-1-yl)-1-oxobutan-2-yl)carbamoyl)benzo[b]thiophen-5-yl)difluoromethyl)phosphonic acid